7-(1,3-diacetoxy-2-propoxymethyl)-N2-acetylguanine C(C)(=O)OCC(COC(C)=O)OCN1C=NC=2N=C(NC(C12)=O)NC(C)=O